3-[4-[(6-bromo-2-pyridyl)oxymethyl]-3-pyridyl]propoxy-tert-butyl-dimethyl-silane BrC1=CC=CC(=N1)OCC1=C(C=NC=C1)CCCO[Si](C)(C)C(C)(C)C